N1(CCC1)C1=NC2=CC(=CC=C2C=C1)N 2-(azetidin-1-yl)quinolin-7-amine